O=C1NC(CCC1N1N=C(C2=C(C=CC=C12)CCCN1CCNCC1)C)=O 4-(3-(1-(2,6-dioxopiperidin-3-yl)-3-methyl-1H-indazol-4-yl)propyl)piperazin